FC(CC(=O)N[C@@H](C(=O)NC1=CC(=C(C=C1)[Si](C)(C)C)F)C1=CC=C(C=C1)COC)(F)F 3,3,3-trifluoro-N-((1R)-2-((3-fluoro-4-(trimethylsilyl)phenyl)amino)-1-(4-(methoxymethyl)phenyl)-2-oxoethyl)propanamide